(1r,3r)-3-(3-(6-((7-methyl-1,4-oxazepan-4-yl)methyl)-1-oxo-4-(trifluoromethyl)isoindolin-2-yl)phenyl)-3-((4-methyl-4H-1,2,4-triazol-3-yl)methyl)cyclobutane-1-carbonitrile CC1CCN(CCO1)CC1=CC(=C2CN(C(C2=C1)=O)C=1C=C(C=CC1)C1(CC(C1)C#N)CC1=NN=CN1C)C(F)(F)F